ClC=1C(=C(C(=O)ONC(=O)N)C(=CC1)Cl)OC 1-((3,6-dichloro-2-methoxybenzoyl)oxy)urea